NC1=C(C=C(CN([C@@H]2CC[C@H](CC2)C(=O)[O-])C)C=C1)F trans-4-((4-amino-3-fluorobenzyl)(methyl)amino)cyclohexane-1-carboxylate